7'-ethyl-2'-thioxo-2',3'-dihydro-1'H-spiro[benzo[e]indole-1,5'-pyrimido[4,5-b]quinoline] C(C)C=1C=C2C3(C=4C(=NC2=CC1)NC(NC4)=S)C=NC=4C=CC1=C(C43)C=CC=C1